ClC=1C(=C(C=CC1)NC(=O)C1=CC(=CC=2NC(=NC21)[C@@H]2OCCC2)NC(=O)C2=C(C=CC=C2)C(F)(F)F)C N-(3-chloro-2-methylphenyl)-2-[(2R)-tetrahydrofuran-2-yl]-6-({[2-(trifluoromethyl)phenyl]carbonyl}amino)-1H-benzoimidazole-4-carboxamide